2-heptyl-2,4-dimethyl-1,3-dioxolane C(CCCCCC)C1(OCC(O1)C)C